(S)-2-((5-bromopyrimidin-2-yl)amino)-4-((2,2-difluoroethyl)(4-(5,6,7,8-tetrahydro-1,8-naphthyridin-2-yl)butyl)amino)butanoic acid BrC=1C=NC(=NC1)N[C@H](C(=O)O)CCN(CCCCC1=NC=2NCCCC2C=C1)CC(F)F